2-((4-(2-(4-chloro-2-(methoxyl-d3)phenyl)-4-fluoro-2H-chromen-8-yl)piperidin-1-yl)methyl)-1-(((S)-oxetan-2-yl)methyl)-1H-Benzo[d]imidazole-6-carboxylic acid ClC1=CC(=C(C=C1)C1OC2=C(C=CC=C2C(=C1)F)C1CCN(CC1)CC1=NC2=C(N1C[C@H]1OCC1)C=C(C=C2)C(=O)O)OC([2H])([2H])[2H]